benzyl (2S,4S)-2-(4-bromo-2-hydroxyphenyl)-4-ethoxypiperidine-1-carboxylate BrC1=CC(=C(C=C1)[C@H]1N(CC[C@@H](C1)OCC)C(=O)OCC1=CC=CC=C1)O